3-{[4-((3-chloro-2-fluorophenyl)amino)-7-methoxyquinazolin-6-yl]amino}-(R)-4-(2-methylpiperazin-1-yl)cyclobut-3-ene-1,2-dione ClC=1C(=C(C=CC1)NC1=NC=NC2=CC(=C(C=C12)NC=1C(C(C1N1[C@@H](CNCC1)C)=O)=O)OC)F